2,2,2-trifluoroacetaldehyde ethyl hemiacetal C(C)OC(C(F)(F)F)O